(1H-imidazole-4-yl)methylamine N1C=NC(=C1)CN